cyclopentadienyltitanium(IV) trichloride [Cl-].[Cl-].[Cl-].C1(C=CC=C1)[Ti+3]